O=C1C=C(C=NN1CCC1CCN(CC1)C(=O)OC(C)(C)C)C1=CC=CC=C1 tert-butyl 4-(2-(6-oxo-4-phenylpyridazin-1(6H)-yl)ethyl)piperidine-1-carboxylate